2-(4-Chloro-9-oxo-spiro[5-thia-1,10-diazatricyclo[6.4.0.02,6]dodeca-2(6),3,7-triene-12,1'-cyclopropane]-10-yl)acetic acid ClC1=CC=2N3C(=CC2S1)C(N(CC31CC1)CC(=O)O)=O